ClC=1C=C2C(=NC1)OC(=N2)C2CC1(CC(C1)NC(=O)C=1OC(=CC1)[S@](=O)(=N)C1CC1)C2 (Sa)-N-[6-(6-chlorooxazolo[5,4-b]pyridin-2-yl)spiro[3.3]heptan-2-yl]-5-[(S)-cyclopropylsulfonimidoyl]furan-2-carboxamide